tert-Butyl-((7R)-2-(4-methoxy-3-methyl-2-(4,4,5,5-tetramethyl-1,3,2-dioxaborolan-2-yl)benzofuran-6-carbonyl)-2-azabicyclo[2.2.1]heptan-7-yl)carbamate C(C)(C)(C)OC(N[C@H]1C2N(CC1CC2)C(=O)C2=CC1=C(C(=C(O1)B1OC(C(O1)(C)C)(C)C)C)C(=C2)OC)=O